COC(=O)[C@]1(CN(CC1)C(=O)OC(C)(C)C)C (R)-3-methyl-pyrrolidine-1,3-dicarboxylic acid 1-tert-butyl 3-methyl ester